S-Methyl 5-fluoro-2-hydroxy-3-iodobenzothioate FC=1C=C(C(=C(C(SC)=O)C1)O)I